C12N(CC(NC1)C2)C2=C(C(OC1=C2C=CC(=C1)NC1=NC=CC(=N1)C1=CC2=C(N(N=C2C=C1)C)C(C)C)=O)C 4-(2,5-diazabicyclo[2.2.1]hept-2-yl)-7-((4-(3-isopropyl-2-methyl-2H-indazol-5-yl)pyrimidin-2-yl)amino)-3-methyl-2H-benzopyran-2-one